ClC1=C(C=C2C(NS(C3=CC=CC(NCCC[C@H]4CC(N(C2=N1)C4)(C)C)=N3)(=O)=O)=O)[Si](C)(C)C (14S)-8-chloro-12,12-dimethyl-7-(trimethylsilyl)-2λ6-thia-3,9,11,18,23-pentaazatetracyclo[17.3.1.111,14.05,10]tetracosa-1(22),5,7,9,19(23),20-hexaene-2,2,4-trione